tert-Butyl (S)-4-((6-(2-(3,3-difluoroazetidin-1-yl)-4-(methoxycarbonyl)phenyl)-2,2-difluoro-7-azaspiro[3.5]nonan-7-yl)methyl)-5-methoxy-7-methyl-1H-indole-1-carboxylate FC1(CN(C1)C1=C(C=CC(=C1)C(=O)OC)[C@@H]1CC2(CC(C2)(F)F)CCN1CC1=C2C=CN(C2=C(C=C1OC)C)C(=O)OC(C)(C)C)F